[Cl-].[Cl-].C[Si](=[Zr+2](C1C(=CC2=C(C(=C(C=C12)C(C)(C)C)OC)C1=CC=C(C=C1)C(C)(C)C)C)C1C(=CC2=C(C(=C(C=C12)C(C)(C)C)OC)C1=CC=C(C=C1)C(C)(C)C)C)C rac-dimethylsilanediyl-bis[2-methyl-4-(4-tert-butylphenyl)-5-methoxy-6-tert-butylinden-1-yl]Zirconium dichloride